[13C2]acetate [13C]([13CH3])(=O)[O-]